C1=CC=CC=2C3=CC=CC=C3C(C12)COC(=O)N([C@@H]1C(N(C[C@@H](CC1)C)[C@H](C(=O)N(CC(=O)O)C)CC1=CC=C(C=C1)C(F)(F)F)=O)C N-((S)-2-((3S,6R)-3-((((9H-fluoren-9-yl)methoxy)carbonyl)(methyl)amino)-6-methyl-2-oxoazepane-1-yl)-3-(4-(trifluoromethyl)phenyl)propanoyl)-N-methylglycine